CC1(NC2=CC(=CC=C2CC1)C1CN(C1)C(C)=O)C 1-(3-(2,2-dimethyl-1,2,3,4-tetrahydroquinolin-7-yl)-azetidin-1-yl)ethan-1-one